sodium (S)-3-(3-(1,5-dimethyl-4-oxido-2-oxo-1,2-dihydropyridin-3-yl)ureido)-3-(2'-methyl biphenyl-3-yl)propanoate CN1C(C(=C(C(=C1)C)[O-])NC(N[C@@H](CC(=O)[O-])C=1C=C(C=CC1)C1=C(C=CC=C1)C)=O)=O.[Na+].[Na+]